3-((2-(4-methoxybenzyl)-3-oxoisoindolin-1-yl)methyl)pyridine-2,4-dicarbonitrile COC1=CC=C(CN2C(C3=CC=CC=C3C2=O)CC=2C(=NC=CC2C#N)C#N)C=C1